tert-butyl 4-(2-((2-(2,6-dioxopiperidin-3-yl)-1,3-dioxoisoindolin-4-yl)oxy) ethyl)piperidine-1-carboxylate O=C1NC(CCC1N1C(C2=CC=CC(=C2C1=O)OCCC1CCN(CC1)C(=O)OC(C)(C)C)=O)=O